BrC=1C(=C(C(=C(C1)F)C)NC1=NC(=NC(=N1)C(C)(C)F)N)OCC#CC N4-(3-bromo-2-but-2-ynoxy-5-fluoro-6-methyl-phenyl)-6-(1-fluoro-1-methyl-ethyl)-1,3,5-triazine-2,4-diamine